[Br].C(=C)N1CN(C=C1)CCCCCCCCCCCCCCCC 1-vinyl-3-hexadecyl-imidazole bromine salt